N,N'-Dimethyl-N,N'-di-sec-butyl-p-phenylen-diamin CN(C1=CC=C(C=C1)N(C(C)CC)C)C(C)CC